N-cyclohexyl-3-(5''-(methylsulfonamido)dispiro[cyclopropane-1,1'-cyclohexane-4',3''-indoline]-1''-carbonyl)benzenesulfonamide C1(CCCCC1)NS(=O)(=O)C1=CC(=CC=C1)C(=O)N1CC2(C3=CC(=CC=C13)NS(=O)(=O)C)CCC1(CC2)CC1